C(C)OCOC=1C=CC=C2CCC=CC12 8-(ethoxymethoxy)-3,4-dihydronaphthalen